C(C(=C)C)(=O)OCCC[Si](OCC)(OCC)OCC 3-methacryloxy-propyltriethoxysilane